CN1CCN(CC1)C=1C=CC(=NC1)NC=1C2=C(C(=NC1)C1=CC=NC=C1)CNC2=O 7-[[5-(4-methylpiperazin-1-yl)-2-pyridyl]amino]-4-(4-pyridyl)-2,3-dihydropyrrolo[3,4-c]pyridin-1-one